ClC1=NC2=CC(=C(C=C2C(=N1)NC1CCN(CC1)CC(=O)N1[C@@H](CCC1)C#N)OC)OC (2S)-1-[2-[4-[(2-chloro-6,7-dimethoxy-quinazolin-4-yl)amino]-1-piperidyl]acetyl]pyrrolidine-2-carbonitrile